4-(1H-PYRROL-1-YLSULFONYL)PHENYLBORONIC ACID N1(C=CC=C1)S(=O)(=O)C1=CC=C(C=C1)B(O)O